Cl.Cl.N[C@H](CC1=C(C=2N=C(N=C(C2S1)NCC=1SC(=CC1)F)Cl)C)C 6-[(2S)-2-aminopropyl]-2-chloro-N-[(5-fluorothiophen-2-yl)methyl]-7-methylthieno[3,2-d]pyrimidin-4-amine dihydrochloride